CC(COCC(CCC)C)CCC di(2-methylpentyl) ether